N1N=NN=C1C[C@@]1(C(N([C@@H]([C@H](C1)C1=CC(=CC=C1)Cl)C1=CC=C(C=C1)Cl)C(C(=O)OCCCC)CC)=O)C butyl 2-((3R,5R,6S)-3-((1H-tetrazol-5-yl)methyl)-5-(3-chlorophenyl)-6-(4-chlorophenyl)-3-methyl-2-oxopiperidin-1-yl)butanoate